N12C[C@H](C(CC1)CC2)OC(N[C@@H]2C(CC1=CC(=CC=C21)C2=CC(=CC=C2)CC)(C)C)=O (S)-quinuclidin-3-yl((R)-5-(3-ethylphenyl)-2,2-dimethyl-2,3-dihydro-1H-inden-1-yl)carbamate